[2-(1,2,3,5,6,7,8,8a-Octahydroindolizin-8-ylamino)oxazolo[4,5-b]pyridin-5-yl]-3-hydroxy-5-methyl-benzonitrile C1CCN2CCCC(C12)NC=1OC=2C(=NC(=CC2)C2=C(C#N)C=C(C=C2O)C)N1